calcium hydrogen phosphorate dihydrate O.O.P(O)([O-])([O-])=O.[Ca+2]